FC=1C=C(C=C(C1C#CN=C=S)F)C1=CC=C(C=C1)C1=CC=C(C=C1)OC(F)(F)F 4-[3,5-difluoro-4-(2-isothiocyanatoethynyl)phenyl]-4'-(trifluoromethoxy)1,1'-biphenyl